1-(4-((3-chloro-1H-pyrrolo[2,3-b]pyridin-4-yl)oxy)-2-fluorophenyl)-3-(4-(((3aR,6aS)-5-methylhexahydropyrrolo[3,4-c]pyrrol-2(1H)-yl)methyl)-3-(trifluoromethyl)phenyl)urea ClC1=CNC2=NC=CC(=C21)OC2=CC(=C(C=C2)NC(=O)NC2=CC(=C(C=C2)CN2C[C@@H]1CN(C[C@@H]1C2)C)C(F)(F)F)F